(4-trimethylsiloxycyclohexyl)isoindoline-1,3-dione C[Si](OC1CCC(CC1)N1C(C2=CC=CC=C2C1=O)=O)(C)C